C1(CCC2C3CCC(=C12)C3)C=O hexahydro-4,7-methanoindene-1-carbaldehyde